C1(CCCCC1)NC1=C(C=C(C=N1)C1=C(N=C(S1)C(=O)NCC(C)(C)O)C(=O)N1[C@H](CCCC1)C)C(F)(F)F (S)-5-(6-(cyclohexylamino)-5-(trifluoromethyl)pyridin-3-yl)-N-(2-hydroxy-2-methylpropyl)-4-(2-methylpiperidine-1-carbonyl)thiazole-2-carboxamide